1-(4-(3-(6-(hydroxymethyl)pyridin-3-yl)-1H-pyrrolo[2,3-b]pyridin-5-yl)benzyl)piperidin-3-ol OCC1=CC=C(C=N1)C1=CNC2=NC=C(C=C21)C2=CC=C(CN1CC(CCC1)O)C=C2